BrC1=C(C=CC(=C1)F)OC(F)F 2-bromo-1-(difluoromethoxy)-4-fluoro-benzene